BrCC1=CC(=C(C=C1)C=1N(C=C(N1)C(F)(F)F)C(C)C)Cl 2-(4-(bromomethyl)-2-chlorophenyl)-1-isopropyl-4-(trifluoromethyl)-1H-imidazole